ClC1=CC=C(C=C1)C(CCO)CCO 3-p-chlorophenyl-1,5-pentanediol